2-[(4-tert-butylcyclohexyl)methyl]-3-hydroxy-1,4-naphthalenedione C(C)(C)(C)C1CCC(CC1)CC=1C(C2=CC=CC=C2C(C1O)=O)=O